6-chloro-1-methyl-4-(4-(5-methylbenzo[d]oxazol-2-yl)piperidin-1-yl)-7-((tetrahydrofuran-3-yl)oxy)-1,5-naphthyridin-2(1H)-one ClC=1N=C2C(=CC(N(C2=CC1OC1COCC1)C)=O)N1CCC(CC1)C=1OC2=C(N1)C=C(C=C2)C